C(C)C=1C=CC(=NC1OC)C1CC(CC1)N1CCN(CC1)C=1C=CC(=NC1F)C(=O)NCCF 5-(4-(3-(5-ethyl-6-methoxypyridin-2-yl)cyclopentyl)piperazin-1-yl)-6-fluoro-N-(2-fluoroethyl)picolinamide